FC(C(=O)O)(F)F.P(=O)(O)(O)OCCCC(=O)OCN1C=NC(=C1)C1=C(N=C2N1C=CC=N2)C2=NC(=NN2)C(F)(F)F (4-(2-(3-(trifluoromethyl)-1H-1,2,4-triazol-5-yl)imidazo[1,2-a]pyrimidin-3-yl)-1H-imidazol-1-yl)methyl 4-(phosphonooxy)butanoate, trifluoroacetic acid salt